(R)-N-(1-(3-Azido-2-hydroxypropyl)-2-tert-butyl-1H-indol-5-yl)-1-(2,2-difluorobenzo[d][1,3]dioxol-5-yl)cyclopropanecarboxamide N(=[N+]=[N-])C[C@@H](CN1C(=CC2=CC(=CC=C12)NC(=O)C1(CC1)C1=CC2=C(OC(O2)(F)F)C=C1)C(C)(C)C)O